3,4-diamino-2-methoxybenzoic acid NC=1C(=C(C(=O)O)C=CC1N)OC